1-[(1S)-1-Isocyanatoethyl]-4-(phenoxymethyl)benzene N(=C=O)[C@@H](C)C1=CC=C(C=C1)COC1=CC=CC=C1